C(C1=CC=CC=C1)OC(=O)NC1=C(C=NC=C1)O[C@H](C(=O)OC)C[C@@H](C(=O)OC)NC(=O)OC(C)(C)C dimethyl (2S,4S)-2-[[4-(benzyloxycarbonylamino)-3-pyridyl]oxy]-4-(tert-butoxycarbonylamino)pentanedioate